C(C)C1C(NC2=CC=CC=3C=C(N1C32)C(=O)O)C 11-ethyl-10-methyl-1,9-diazatricyclo[6.3.1.04,12]dodeca-2,4(12),5,7-tetraene-2-carboxylic acid